4-Cyclopropyl-N-(1-(4-fluorocyclohexyl)-2-((4-((S)-2-methoxy-1-((S)-2-oxo-4-(trifluoromethyl)imidazolidin-1-yl)ethyl)pyridin-2-yl)amino)-2-oxoethyl)-1,2,5-oxadiazole-3-carboxamide C1(CC1)C=1C(=NON1)C(=O)NC(C(=O)NC1=NC=CC(=C1)[C@@H](COC)N1C(N[C@@H](C1)C(F)(F)F)=O)C1CCC(CC1)F